N-(3-((2-((1-(2-(dimethylamino)ethyl)-1H-pyrazol-4-yl)amino)-5-(4-(trifluoromethyl)phenyl)pyrimidin-4-yl)oxy)phenyl)acrylamide CN(CCN1N=CC(=C1)NC1=NC=C(C(=N1)OC=1C=C(C=CC1)NC(C=C)=O)C1=CC=C(C=C1)C(F)(F)F)C